O1CC(NC2=C1C=CC=C2)=O 4H-benzo[1,4]oxazin-3-one